C(C)C(CC)NC=1C=C(C=2N(N1)C(=NN2)C2=CC=CC=C2)NCC2=NC=CC=C2 N6-(1-ethylpropyl)-3-phenyl-N8-(2-pyridylmethyl)-[1,2,4]triazolo[4,3-b]pyridazine-6,8-diamine